N(N)C(=O)[O-] 1-hydrazinecarboxylate